(R)-3-(trifluoromethyl)-7,7a,8,9,10,11-hexahydro-6H-pyrazino[1,2-d]pyrido[3,2-b][1,4]oxazepine hydrochloride Cl.FC(C1=CC=2OCC[C@H]3N(C2N=C1)CCNC3)(F)F